ClC1=CC=C(S1)CNC1=CC(=NN1)C1CCN(CC1)S(=O)(=O)C N-[(5-chlorothiophen-2-yl)methyl]-3-(1-methanesulfonylpiperidin-4-yl)-1H-pyrazol-5-amine